(S)-2-[(6-{(S)-2-Amino-2-[2-(benzo[d]isoxazol-3-yl)phenyl]ethyl}pyridine-2-yl)(methyl)amino]ethan-1-ol N[C@@H](CC1=CC=CC(=N1)N(CCO)C)C1=C(C=CC=C1)C1=NOC2=C1C=CC=C2